O1[C@@H]2CN([C@H](C3=C1C=CC=C3)C2)C(C(C(F)(F)F)(C)C)=O 1-[(2S,5S)-2,3-dihydro-2,5-methano-1,4-benzoxazepin-4(5H)-yl]-3,3,3-trifluoro-2,2-dimethylpropan-1-one